C1(CC1)OC(=O)N1C[C@@H](CC1)N (R)-3-aminopyrrolidine-1-carboxylic acid cyclopropyl ester